FC(C(=O)O)(F)F.FC1=C(C=CC(=C1)F)S(=O)(=O)NC=1C(=NC=C(C1)C1=CC2=C(N=CN=C2N2CCNCC2)C=N1)OC 2,4-difluoro-N-(2-methoxy-5-(4-(piperazine-1-yl)pyrido[3,4-d]pyrimidine-6-yl)pyridine-3-yl)benzenesulfonamide trifluoroacetate